5-(2,6-dioxopiperidin-3-yl)-4-oxo-5,6-dihydro-4H-thieno[3,4-c]pyrrole-1-carbonitrile O=C1NC(CCC1N1CC=2C(C1=O)=CSC2C#N)=O